N-((1-(cyclopropylamino)cyclobutyl)methyl)-4-(pyridin-2-ylethynyl)benzamide C1(CC1)NC1(CCC1)CNC(C1=CC=C(C=C1)C#CC1=NC=CC=C1)=O